C1(=CC=CC=C1)CCC(C=CC=CC=C)O 1-phenylnon-4,6,8-trien-3-ol